2-(p-dimethylaminophenyl)-2-(p-methoxyphenyl)vinyl-4,5,6,7-tetrachlorophthalide CN(C1=CC=C(C=C1)C(=CC1OC(=O)C2=C(C(=C(C(=C12)Cl)Cl)Cl)Cl)C1=CC=C(C=C1)OC)C